BrC=1C=C2C(=NC=NC2=CC1)N1[C@@H](CN(C[C@@H]1C)C(=O)OC(C)(C)C)C Tert-butyl (3R,5S)-4-(6-bromoquinazolin-4-yl)-3,5-dimethylpiperazine-1-carboxylate